7-(1'-Methylspiro[indole-3,4'-piperidin]-1(2H)-yl)-N-(tetrahydro-2H-pyran-4-yl)[1,3]thiazolo[5,4-d]pyrimidine-2-carboxamide CN1CCC2(CC1)CN(C1=CC=CC=C12)C=1C2=C(N=CN1)SC(=N2)C(=O)NC2CCOCC2